C(=O)NC(C(=O)O)C=CCC formamido-hex-3-enoic acid